6-((4-((3R,4S)-3-amino-4-fluoropiperidin-1-yl)-5-(1-(difluoromethyl)-1H-pyrazol-4-yl)pyridin-2-yl)amino)-2-(2-fluoro-6-methoxyphenyl)nicotinonitrile N[C@@H]1CN(CC[C@@H]1F)C1=CC(=NC=C1C=1C=NN(C1)C(F)F)NC1=NC(=C(C#N)C=C1)C1=C(C=CC=C1OC)F